1,3-dimethylisochromenium CC1=[O+]C(=CC2=CC=CC=C12)C